N-cyclopropylbut-2-ynamide C1(CC1)NC(C#CC)=O